FC(C)(F)C1C/C(/C(N1)=O)=C\C1=CC=C(N=N1)NC(OC(C)(C)C)=O tert-butyl (E)-(6-((5-(1,1-difluoroethyl)-2-oxopyrrolidin-3-ylidene)methyl)pyridazin-3-yl)carbamate